CC(C)C1=C(C=CC=C1)O 2-(1-methylethyl)-Phenol